CN(C1CN(CC1)C=1C=CC(=NC1)N1C=NC(=C1)NC=1N=CC(=NC1)C#N)C 5-((1-(5-(3-(Dimethylamino)pyrrolidin-1-yl)pyridin-2-yl)-1H-imidazol-4-yl)amino)pyrazine-2-carbonitrile